C1(CC1)C1=CC(=NC2=CC(=CC=C12)C(=O)OC)C1=CC=C(C=C1)C(F)(F)F methyl 4-cyclopropyl-2-(4-(trifluoromethyl)phenyl)quinoline-7-carboxylate